C(=CCCC)N N-(pentenyl)amine